(6R)-7-[2-(2-fluorophenyl)sulfonyl-2-azaspiro[3.3]heptan-6-yl]-2,6-dimethyl-5,6-dihydrothiazolo[5,4-f][1,4]oxazepin-8-one FC1=C(C=CC=C1)S(=O)(=O)N1CC2(C1)CC(C2)N2[C@@H](COC1=C(C2=O)SC(=N1)C)C